NC1=NC=C(C=N1)C1=NC=2C(=C3C(=NC2)NC=C3)N1C1CCC(CC1)CC#N 2-((1r,4r)-4-(2-(2-aminopyrimidin-5-yl)imidazo[4,5-d]pyrrolo[2,3-b]pyridin-1(6H)-yl)cyclohexyl)acetonitrile